C1(CC1)C(=O)NC1=CC(=C(N=N1)C(=O)NC([2H])([2H])[2H])NC1=NC=CC(=C1OC)C1=NN(N=C1)C([2H])([2H])[2H] 6-cyclopropaneamido-4-({3-methoxy-4-[2-(2H3)methyl-2H-1,2,3-triazol-4-yl]pyridin-2-yl}amino)-N-(2H3)methylpyridazine-3-carboxamide